C(#N)C1=CC(=CC=2N=C(OC21)C=2C(=C(C=CC2)C2=C(C(=CC=C2)C=2OC1=C(N2)C=C(C(=C1)OC(F)F)CN1[C@@H](CCC1)C(=O)O)C)C)CN1CC(CC1)(C)C#N ((2-(3'-(7-cyano-5-((3-cyano-3-methylpyrrolidin-1-yl)methyl)benzo[d]oxazol-2-yl)-2,2'-dimethyl-[1,1'-biphenyl]-3-yl)-6-(difluoromethoxy)benzo[d]oxazol-5-yl)methyl)-L-proline